ClC=1C(=C2C=NNC2=C(C1F)N1C[C@H](CC1)OC)C=1N=CC=2N(C1)C=C(N2)NC(=O)[C@H]2[C@H](C2)F (1S,2S)-N-(6-(5-chloro-6-fluoro-7-((S)-3-methoxypyrrolidin-1-yl)-1H-indazol-4-yl)imidazo[1,2-a]pyrazin-2-yl)-2-fluorocyclopropane-1-carboxamide